N-(((1R,5S,6s)-3-(5-(3-cyano-6-(2-hydroxy-2-methylpropoxy)pyrazolo[1,5-a]pyridin-4-yl)pyrazin-2-yl)-3-azabicyclo[3.1.0]hexan-6-yl)methyl)-6-methoxynicotinamide C(#N)C=1C=NN2C1C(=CC(=C2)OCC(C)(C)O)C=2N=CC(=NC2)N2C[C@@H]1C([C@@H]1C2)CNC(C2=CN=C(C=C2)OC)=O